IC=1C=CC(=C(C1)N(C(=S)N)CCC)C 1-(5-Iodo-2-methylphenyl)-1-propylthiourea